NC1=NC=2C=CC=CC2C2=C1N=C(N2CC2=CC=C(CNC(CCCCC)=O)C=C2)CCCC N-(4-((4-amino-2-butyl-1H-imidazo[4,5-c]quinolin-1-yl)methyl)benzyl)hexanamide